C(#N)CC1CCN(CC1)CC(=O)NC=1C=CC(=C(C1)NC(=O)C=1C=NN2C1C=NC(=C2)C=2C=NN(C2)C)F N-(5-(2-(4-(cyanomethyl)piperidin-1-yl)acetamido)-2-fluorophenyl)-6-(1-methyl-1H-pyrazol-4-yl)pyrazolo[1,5-a]pyrazine-3-carboxamide